ClC1=C2C(=[N+](C=C1)[O-])NN=C2 4-chloro-1H-pyrazolo[3,4-b]pyridine 7-oxide